CC1(OB(OC1(C)C)C=1C=C2CCC(C2=CC1)=O)C 5-(4,4,5,5-tetramethyl-1,3,2-dioxaborolan-2-yl)-2,3-dihydroinden-1-one